1-(4-isopropylbenzyl)-3,4-dihydroisoquinoline C(C)(C)C1=CC=C(CC2=NCCC3=CC=CC=C23)C=C1